COC(=O)C=1C=CC(=C(N[C@@H](C)C2[C@@H]3CN(C[C@H]2CC3)C(=O)OC(C)(C)C)C1)C(F)(F)F tert-Butyl (1R,5S,8r)-8-{(1S)-1-[5-(methoxycarbonyl)-2-(trifluoromethyl)anilino]ethyl}-3-azabicyclo[3.2.1]octane-3-carboxylate